C(C)(=O)C1=C(C2=C(N=C(N=C2)NC2=NC=C(C=C2)N2CCNCC2)N(C1)C1CCCC1)C 6-acetyl-8-cyclopentyl-5-methyl-2-[[5-(piperazin-1-yl)pyridin-2-yl]amino]-8H-pyrido[2,3-D]pyrimidine